(2-chloro-[1,2,4]triazolo[1,5-a]pyridin-6-yl)-3-oxa-7-azabicyclo[3.3.1]nonane ClC1=NN2C(C=CC(=C2)C23COCC(CNC2)C3)=N1